C(CC)(=S)O.C(CC)(=S)O.C(CC)(=S)O.OC(O)(O)CCC trihydroxymethylpropane trithiopropionate